methyl (S)-3-(2-((4-chloro-2',3',4',5',6,6'-hexafluoro-[1,1'-biphenyl]-3-yl)thio)propanamido)propanoate ClC1=C(C=C(C(=C1)F)C1=C(C(=C(C(=C1F)F)F)F)F)S[C@H](C(=O)NCCC(=O)OC)C